C1(CC1)C=1N(C=CN1)C=1C=C(OCCOC2=CC=C(C#N)C=C2)C=CC1 4-(2-(3-(2-cyclopropyl-1H-imidazol-1-yl)phenoxy)ethoxy)benzonitrile